C(C)(N[C@H](C(=O)N1[C@@H]([C@H]2C([C@H]2C1)(C)C)C(=O)O)C(C)(C)C)=S (1R,2S,5S)-3-((S)-2-ethanethioamido-3,3-dimethylbutanoyl)-6,6-dimethyl-3-azabicyclo[3.1.0]hexane-2-carboxylic acid